C(C1=CC=CC=C1)OC(=O)C1C(CC1)CN1CCC2N(CC(C21)(F)F)C(=O)OC(C)(C)C tert-Butyl 4-((2-((benzyloxy)carbonyl)cyclobutyl)-methyl)-3,3-difluorohexahydropyrrolo[3,2-b]pyrrole-1(2H)-carboxylate